ethyl 3-(4-methylphenyl)-2,3-dibromopropionate CC1=CC=C(C=C1)C(C(C(=O)OCC)Br)Br